3-[4-[1-[4-[4-[4-(aminomethyl)-3-methyl-phenyl]pyrrolo[2,1-f][1,2,4]triazin-6-yl]butyl]azetidin-3-yl]anilino]piperidine-2,6-dione NCC1=C(C=C(C=C1)C1=NC=NN2C1=CC(=C2)CCCCN2CC(C2)C2=CC=C(NC1C(NC(CC1)=O)=O)C=C2)C